CN(C(OC(C)(C)C)=O)CCNC tert-butyl N-methyl-N-[2-(methylamino)ethyl]-carbamate